C1=CC(=S)NC(=C1)C(=O)O Mercaptonicotinic acid